C1(=CC=CC=C1)C#CC(=O)C=1C=C2C(OC(C2=CC1)=O)=O 5-(3-phenylprop-2-ynoyl)isobenzofuran-1,3-dione